glycerin butyrate C(CCC)(=O)O.OCC(O)CO